1-[2-[3-(4,4,5,5-tetramethyl-1,3,2-dioxaborolan-2-yl)phenoxy]ethyl]pyrrolidine CC1(OB(OC1(C)C)C=1C=C(OCCN2CCCC2)C=CC1)C